C12OCC(C1)(C2)N2N=C1C=C(C(=CC1=C2)Br)OC(C)C 2-(2-oxabicyclo[2.1.1]hexan-4-yl)-5-bromo-6-isopropoxy-2H-indazole